2,2-difluoro-benzo[d][1,3]dioxol-5-amine FC1(OC2=C(O1)C=CC(=C2)N)F